C(C)C1=C(C2=C(C=3C(=NNC3C=C2)F)CCC1)C1=CC=C(C=C1)N1CCC(CC1)C=O 1-(4-(7-ethyl-1-fluoro-3,8,9,10-tetrahydrocyclohepta[e]indazol-6-yl)phenyl)piperidine-4-carbaldehyde